3-(4-((4-methylpiperidin-1-yl)methyl)-3-(trifluoromethyl)phenyl)urea CC1CCN(CC1)CC1=C(C=C(C=C1)NC(N)=O)C(F)(F)F